C(C)(=O)OC[C@H]1O[C@H]([C@@H]([C@]1(CO)O)OC(C)=O)N1N=CC=2C1=NC(=NC2N2C[C@@H]1[C@H](C2)CCC1)Cl ((2R,3R,4R,5R)-4-acetoxy-5-(6-chloro-4-((3aR,6aS)-hexahydrocyclopenta[c]pyrrol-2(1H)-yl)-1H-pyrazolo[3,4-d]pyrimidin-1-yl)-3-hydroxy-3-(hydroxymethyl)tetrahydrofuran-2-yl)methyl acetate